(S)-N-((R)-1-(8-bromo-6-(difluoromethyl)imidazo[1,2-a]pyridin-2-yl)ethyl)-2-methylpropane-2-sulfinamide BrC=1C=2N(C=C(C1)C(F)F)C=C(N2)[C@@H](C)N[S@@](=O)C(C)(C)C